P(=O)(O)(O)C(CC(=O)O)(CCC(=O)O)C(=O)O.[K] potassium 2-phosphonobutane-1,2,4-tricarboxylic acid